n-octenoic acid C(C=CCCCCC)(=O)O